BrCCCCCC(=O)OCCCCCCCCCCC 1-undecanyl 6-bromohexanoate